4-((6'-chloro-8'-oxo-7',8'-dihydro-6'H-spiro[cyclohexane-1,9'-pyrazino[1',2':1,5]pyrrolo[2,3-d]pyrimidin]-2'-yl)amino)benzenesulfonamide ClC1NC(C2(N3C1=CC1=C3N=C(N=C1)NC1=CC=C(C=C1)S(=O)(=O)N)CCCCC2)=O